C(C)OC(=O)C1=COC2=C1C=CC(=C2)C2=NN=NN2 6-(1H-tetrazol-5-yl)benzofuran-3-carboxylic acid ethyl ester